tetrahydropyran-4-ylmethanol O1CCC(CC1)CO